O=[NH2+].[NH4+] ammonium oxoammonium